2-{[8-(4-ethoxypyridin-2-yl)-3-oxo-1H,2H,3H-benzo[e]isoindol-2-yl]methyl}prop-2-enamide C(C)OC1=CC(=NC=C1)C=1C=CC2=C(C=3CN(C(C3C=C2)=O)CC(C(=O)N)=C)C1